2-((6-(5-(((((R)-1-(2-chlorophenyl)ethoxy)carbonyl)amino)methyl)-1-methyl-1H-1,2,3-triazol-4-yl)-2-methylpyridin-3-yl)carbamoyl)cyclohexane-1-carboxylic acid ClC1=C(C=CC=C1)[C@@H](C)OC(=O)NCC1=C(N=NN1C)C1=CC=C(C(=N1)C)NC(=O)C1C(CCCC1)C(=O)O